O=C1NC(CCC1N1C(C(=CC1=O)N1CCC(CC1)C(=O)OC(C)(C)C)=O)=O Tert-butyl 1-(1-(2,6-dioxopiperidin-3-yl)-2,5-dioxo-2,5-dihydro-1H-pyrrol-3-yl)piperidine-4-carboxylate